ClC1=C2C=C(NC2=CC=C1Cl)C(=O)N1CC2(CCCN2)CC1 (4,5-dichloro-1H-indol-2-yl)(1,7-diazaspiro[4.4]nonan-7-yl)methanone